C1=CC=C(C=C1)N(C=O)C2=CC=CC=C2 N,N-diphenylformamide